FC(CC(C(C(F)F)(F)F)OC(C(C(F)F)(F)F)CC(F)F)F 1-difluoroethyl-2,2,3,3-tetrafluoropropyl ether